3-(3-Chloro-4-fluorophenyl)-1-(6-methoxypyridazin-3-yl)-1-((5-(trifluoromethyl)-1H-pyrazol-3-yl)methyl)urea ClC=1C=C(C=CC1F)NC(N(CC1=NNC(=C1)C(F)(F)F)C=1N=NC(=CC1)OC)=O